Silver(I) dichloride [Ag-](Cl)Cl